((4aS,7aR)-1-benzyl-3-fluorooctahydro-4aH-cyclopenta[b]pyridin-4a-yl)methanol C(C1=CC=CC=C1)N1[C@H]2[C@@](CC(C1)F)(CCC2)CO